FC1CC(N(C1)C(CC=1OC(=CN1)C)=O)C(=O)NC(C1=NC=C(C=C1)C(C)C)C1=CC=CC=C1 4-fluoro-1-[2-(5-methyl-1,3-oxazol-2-yl)acetyl]-N-{phenyl[5-(propan-2-yl)pyridin-2-yl]methyl}pyrrolidine-2-carboxamide